2-pentyl-1-cyclopentyl formate C(=O)OC1C(CCC1)CCCCC